CO[Si](CCCNC(OCC1OC1)=O)(OC)OC (oxiran-2-yl)methyl N-[3-(trimethoxysilyl)propyl]carbamate